2-methyl-but-1-ene CC(=C)CC